O=C1N(CC2=C(C=CC=C12)SCCCCCCCNC1CC2(C1)CCC2)C2C(NC(CC2)=O)=O 3-(1-oxo-4-((7-(spiro[3.3]heptan-2-ylamino)heptyl)thio)isoindolin-2-yl)piperidine-2,6-dione